2-Ethenyl-5-fluoro-4-methyl-3-nitropyridine C(=C)C1=NC=C(C(=C1[N+](=O)[O-])C)F